N12CCCC=C2CNC1 1,8-diazabicyclo[4.3.0]non-5-ene